N-(4-(9H-carbazol-9-yl)phenyl)-[1,1'-biphenyl]-4-amine C1=CC=CC=2C3=CC=CC=C3N(C12)C1=CC=C(C=C1)NC1=CC=C(C=C1)C1=CC=CC=C1